(3aS,7aR)-5-[5-(trifluoromethoxy)-2-pyridyl]-1,2,3,3a,4,6,7,7a-octahydropyrrolo[3,2-c]pyridine FC(OC=1C=CC(=NC1)N1C[C@H]2[C@@H](CC1)NCC2)(F)F